CNC(C(=C)CC(C)O)=O N-methyl-(2-hydroxypropyl)acrylamide